(R)-3-(4-fluorophenyl)-1-isobutyl-1-(1-(4-oxo-3,4-dihydrophthalazin-1-yl)ethyl)urea FC1=CC=C(C=C1)NC(N([C@H](C)C1=NNC(C2=CC=CC=C12)=O)CC(C)C)=O